2-(4-methoxyphenyl)-3-(5-methylthiazol-4-yl)-6-phenethoxy-1H-inden-1-on COC1=CC=C(C=C1)C=1C(C2=CC(=CC=C2C1C=1N=CSC1C)OCCC1=CC=CC=C1)=O